FC1=C(C=CC(=C1)C(=O)O)C1=CC=C(C=C1)NS(=O)(=O)C 2-fluoro-4'-(methylsulfonamido)-[1,1'-biphenyl]-4-carboxylic acid